Dithienopicenocarbazole C1=CSC=2C=CC=3C=CC4=C5C=CC=6C=CC=7C(=CC=C8C=9C=CC=CC9NC78)C6C5=C5C(=C4C3C21)SC=C5